(4S,5R)-4-amino-5-[(4-[16-[1-(2,6-dioxopiperidin-3-yl)-3-methyl-2-oxo-2,3-dihydro-1H-1,3-benzodiazol-5-yl]-4,7,10,13-tetraoxahexadecan-yl]phenyl)meth-oxy]hexanamide hydrochloride Cl.N[C@@H](CCC(=O)N)[C@@H](C)OCC1=CC=C(C=C1)CCCOCCOCCOCCOCCCC1=CC2=C(N(C(N2C)=O)C2C(NC(CC2)=O)=O)C=C1